tert-butyl 6-bromo-2-(4-(tert-butyl)pyridin-2-yl)-5-((1-ethoxy-2-methyl-1-oxopropan-2-yl)thio)-1H-indole-1-carboxylate BrC1=C(C=C2C=C(N(C2=C1)C(=O)OC(C)(C)C)C1=NC=CC(=C1)C(C)(C)C)SC(C(=O)OCC)(C)C